1,1-diphenylethylene oxide C1(=CC=CC=C1)C1(CO1)C1=CC=CC=C1